OC1=CC(=NC(=N1)C1=CC=CC=C1)C(=O)N 6-hydroxy-2-phenylpyrimidine-4-carboxamide